CN1CCC(CC1)C1=CC=C(C=C1)C=1C=C2C=C(C(NC2=CC1)=O)C1=CC=C(C=C1)NS(=O)(=O)C N-(4-{6-[4-(1-methylpiperidin-4-yl)phenyl]-2-oxo-1,2-dihydroquinolin-3-yl}phenyl)methanesulfonamide